(7S,9R)-6-(tert-butoxycarbonyl)-9-hydroxy-6-azaspiro[3.5]nonane-7-carboxylic acid C(C)(C)(C)OC(=O)N1CC2(CCC2)[C@@H](C[C@H]1C(=O)O)O